CN1CCN(CC1)C1=CC=C(C=N1)NC(OC1=CC=CC=C1)=O phenyl (6-(4-methylpiperazin-1-yl)pyridin-3-yl)carbamate